2-(2'-hydroxy-3,5-di-tert-butylphenyl)benzotriazole OC1=C(C=C(C=C1C(C)(C)C)C(C)(C)C)N1N=C2C(=N1)C=CC=C2